eicosane-6,15-diol CCCCCC(CCCCCCCCC(CCCCC)O)O